NC1=C(C=C(C(=N1)N1C=C(C(C2=CC(=C(C=C12)C=1C=C2CCN(C2=CC1)CC=1C(=NC(=NC1)N)N)F)=O)C(=O)O)F)F 1-(6-amino-3,5-difluoropyridin-2-yl)-7-(1-((2,4-diaminopyrimidin-5-yl)methyl)indolin-5-yl)-6-fluoro-4-oxo-1,4-dihydroquinoline-3-carboxylic acid